(7R,8aS)-7-(2,3-dichloro-6-hydroxyphenyl)-2-[2,3-dihydroxypropyl]-hexahydropyrrolo[1,2-a]pyrazin-4-one ClC1=C(C(=CC=C1Cl)O)[C@H]1C[C@@H]2N(C(CN(C2)CC(CO)O)=O)C1